2-propionylpyrroline CCC(=O)C1=NCCC1